3-(2-amino-6-(1-((1-cyclopropyl-1H-pyrazol-3-yl)methyl)-1H-1,2,3-triazol-4-yl)pyrimidin-4-yl)-2-methylbenzonitrile NC1=NC(=CC(=N1)C=1C(=C(C#N)C=CC1)C)C=1N=NN(C1)CC1=NN(C=C1)C1CC1